ClC1=CC=C2C(=N1)N(CC2)CC2=C(C=C(C=C2)Cl)F 6-chloro-1-[(4-chloro-2-fluorophenyl)methyl]-1H,2H,3H-pyrrolo[2,3-b]pyridine